2-bromo-6-(5-chloro-4-isopropyl-4H-1,2,4-triazol-3-yl)pyridine BrC1=NC(=CC=C1)C1=NN=C(N1C(C)C)Cl